3-(Benzo[d][1,3]dioxol-5-yl)-N-(2-ethynylthiazol-4-yl)propanamide Rhodium (iii) [Rh+3].O1COC2=C1C=CC(=C2)CCC(=O)NC=2N=C(SC2)C#C